N-((1,2,3,5,6,7-hexahydro-s-indacen-4-yl)carbamoyl)-1-(2-(methylsulfinyl)ethyl)azetidine-3-sulfonamide, Potassium Salt [K].C1CCC2=C(C=3CCCC3C=C12)NC(=O)NS(=O)(=O)C1CN(C1)CCS(=O)C